NC1(CCC(CC1)C)C(=O)OC methyl (1s,4s)-1-amino-4-methyl-cyclohexanecarboxylate